COS(=O)(=O)O.C(C1=CC=CC=C1)=C1C(C2(CCC1C2(C)C)C)=O benzylidenebornan-2-one methyl-sulphate